CC1(OCC(O1)CC=1C=C(C=CC1)C(CCCC(CS(=O)(=O)CC(=O)OCC)(C)C)(C(=O)NNC)C)C ethyl 2-((6-(3-((2,2-dimethyl-1,3-dioxolan-4-yl)methyl)phenyl)-2,2,6-trimethyl-7-(2-methylhydrazineyl)-7-oxoheptyl)sulfonyl)acetate